C([C@@H]1[C@H]([C@H](C(O1)O)OP(=O)(O)O)O)OP(=O)(O)O The molecule is a ribose bisphosphate that consists of D-ribose having two monophosphate groups at the 2- and 5-positions. It derives from a D-ribose. It is a conjugate acid of a D-ribofuranose-2,5-bisphosphate(4-).